R-(-)-hexyl lactate C([C@H](O)C)(=O)OCCCCCC